(S)-4-[6-Fluoro-2-(5-fluoro-2-pyridyl)-6-(methoxymethyl)-5,7-dihydro-4H-pyrazolo[1,5-a]pyridin-3-yl]-6-methyl-1H-pyrrolo[2,3-b]pyridine F[C@]1(CCC=2N(C1)N=C(C2C2=C1C(=NC(=C2)C)NC=C1)C1=NC=C(C=C1)F)COC